COC(CC=1C=C2C(=C(N(C2=CC1)S(=O)(=O)C1=CC=C(C)C=C1)I)[Se]C(F)(F)F)=O 2-(2-iodo-1-tosyl-3-(trifluoromethylseleno)-1H-indol-5-yl)acetic acid methyl ester